1-((2-aminothiazol-5-yl)methyl)-N-(p-tolyl)piperidine-4-carboxamide NC=1SC(=CN1)CN1CCC(CC1)C(=O)NC1=CC=C(C=C1)C